trans-tert-butyl (3-aminocyclobutyl)carbamate N[C@@H]1C[C@H](C1)NC(OC(C)(C)C)=O